C(C)(C)(C)OC(=O)N[C@@H](C(=O)O)CC1=CC(=CC=C1)C1=CC=CC=2OC(OC21)(F)F (R)-2-((tert-Butoxycarbonyl)amino)-3-(3-(2,2-difluorobenzo[d][1,3]dioxolan-4-yl)phenyl)propanoic acid